C(C)(C)(C)OC(=O)N1[C@H]2C(C([C@@H]1CC2)C)C (1R,4S)-2,3-dimethyl-7-azabicyclo[2.2.1]heptane-7-carboxylic acid tert-butyl ester